[Br-].COC(CC)=O propionic acid methyl ester bromide salt